N1N=CC2=C(C=CC=C12)CN1N=CC2=C(C1=O)N(C1=C2SC(=N1)C(C1=CC=CC=C1)O)C 6-((1H-indazol-4-yl)methyl)-2-(hydroxy(phenyl)methyl)-4-methyl-4H-thiazolo[5',4':4,5]pyrrolo[2,3-d]pyridazin-5(6H)-one